CC1=NC2=C(N1)C=C(C=C2C(=O)O)C2=CC=C(C=C2)C2=C(C=CC=C2)CNC2CCN(CC2)C 2-methyl-6-(2'-(((1-methylpiperidin-4-yl)amino)methyl)-[1,1'-biphenyl]-4-yl)-1H-benzo[d]imidazole-4-carboxylic acid